NCCNC(C)=O N-(2-aminoethyl)-acetamide